N(C(=N)N)C1=CC(=C(C(=O)OC=2C=3N(C(=CC2)CC(=O)O)N=CN3)C=C1)C#CCOCCOCC#C 2-(8-((4-guanidino-2-(3-(2-(prop-2-yn-1-yloxy)ethoxy)prop-1-yn-1-yl)benzoyl)oxy)-[1,2,4]triazolo[1,5-a]pyridin-5-yl)acetic acid